2,2'-methylenediphenyl isocyanate C(C1=C(C=CC=C1)N=C=O)C1=C(C=CC=C1)N=C=O